BrC1=CC=C(C=C1)SC1=CNC2=CC=CC=C12 3-(4-bromophenylthio)indole